(E)-N-(4-(2-(4,4-difluoro-cyclohexyl)vinyl)-5-meth-oxypyridin-2-yl)acrylamide FC1(CCC(CC1)/C=C/C1=CC(=NC=C1OC)NC(C=C)=O)F